3-(Furan-3-yl)-6-(((4-methoxybenzyl)oxy)methoxy)-2-(pyridin-3-yl)-1H-inden-1-one O1C=C(C=C1)C1=C(C(C2=CC(=CC=C12)OCOCC1=CC=C(C=C1)OC)=O)C=1C=NC=CC1